C(CC)O[Si](C)(C)C propyl-trimethyl-(oxy)silane